2-[3,5-Dichloro-4-[(5-isopropyl-6-oxo-1H-pyridazin-3-yl)methyl]phenyl]-3,5-dioxo-4H-1,2,4-triazine-6-carbonitrile ClC=1C=C(C=C(C1CC1=NNC(C(=C1)C(C)C)=O)Cl)N1N=C(C(NC1=O)=O)C#N